(2S,4R)-4-fluoro-N-[(S)-phenyl[4-(propan-2-yl)phenyl]methyl]-1-[2-(1H-pyrazol-5-yl)acetyl]pyrrolidine-2-carboxamide F[C@@H]1C[C@H](N(C1)C(CC1=CC=NN1)=O)C(=O)N[C@H](C1=CC=C(C=C1)C(C)C)C1=CC=CC=C1